[Br-].C(C)[N+](CCOCC)(CCC)CC N,N-diethyl-N-propyl-N-(2-ethoxyethyl)ammonium bromide